O=C1NC(CCC1N1C(C2=CC=CC(=C2C1=O)NCCCCCCCNC(CN1CCN(CC1)C1=CC=C(C=C1)C1=NNC2=C1N=C(N=C2)C2=C(C=CC=C2OC)F)=O)=O)=O N-(7-((2-(2,6-Dioxopiperidin-3-yl)-1,3-dioxoisoindolin-4-yl)amino)heptyl)-2-(4-(4-(5-(2-Fluoro-6-methoxyphenyl)-1H-pyrazolo[4,3-d]pyrimidin-3-yl)phenyl)piperazin-1-yl)acetamid